(2S,4R)-4-fluoro-1-[2-(2-oxopyrrolidin-1-yl)acetyl]-N-[(S)-phenyl[4-(propan-2-yl)phenyl]methyl]pyrrolidine-2-carboxamide F[C@@H]1C[C@H](N(C1)C(CN1C(CCC1)=O)=O)C(=O)N[C@H](C1=CC=C(C=C1)C(C)C)C1=CC=CC=C1